FC1=C(CN2C(N(N=C2)C2=CC(=C(C=C2)OC2=C(N=C(S2)CCO)C)F)=O)C(=CC=C1)F 4-(2,6-difluorobenzyl)-2-(3-fluoro-4-((2-(2-hydroxyethyl)-4-methylthiazol-5-yl)oxy)phenyl)-2,4-dihydro-3H-1,2,4-triazol-3-one